4-{[(1R)-1-(4-chlorophenyl)-1-{[1-(hydroxymethyl)cyclopropyl]methoxy}-5-(2-hydroxyprop-2-yl)-3-oxo-2,3-dihydro-1H-isoindol-2-yl]methyl}benzonitrile ClC1=CC=C(C=C1)[C@@]1(N(C(C2=CC(=CC=C12)C(C)(C)O)=O)CC1=CC=C(C#N)C=C1)OCC1(CC1)CO